ClC1=C(C(=CC=C1)C)C=1CCCC2=C(C1C1=CC=C(C=C1)C=C1CN(C1)CCCF)C=CC(=C2)C(=O)O 8-(2-chloro-6-methylphenyl)-9-(4-((1-(3-fluoropropyl)azetidin-3-ylidene)methyl)phenyl)-6,7-dihydro-5H-benzo[7]annulene-3-carboxylic acid